2,6-difluoro-4-(4-hydroxypiperidin-1-yl)-N-(4-methoxybenzo[d]thiazol-2-yl)benzamide FC1=C(C(=O)NC=2SC3=C(N2)C(=CC=C3)OC)C(=CC(=C1)N1CCC(CC1)O)F